N-[(1S)-1-(dicyclopropyl-methyl)-2-[[1-[1-[1-(2,2-difluoroethyl)tetrazol-5-yl]-3,3-difluoro-propyl]pyrazol-4-yl]amino]-2-oxo-ethyl]-2-isopropyl-pyrazole-3-carboxamide C1(CC1)C([C@@H](C(=O)NC=1C=NN(C1)C(CC(F)F)C1=NN=NN1CC(F)F)NC(=O)C=1N(N=CC1)C(C)C)C1CC1